S(=O)(=O)(O)C(C(=O)O)CC(=O)O.C(CCCCCCCCCCC)(=O)N lauramide monosulfosuccinate